benzyl (6-((amino(((3aR,4R,6R,6aR)-6-(6-amino-9H-purin-9-yl)-2,2-dimethyltetrahydrofuro[3,4-d][1,3]dioxol-4-yl)methoxy)phosphoryl)oxy) hexyl)carbamate NP(=O)(OC[C@H]1O[C@H]([C@@H]2OC(O[C@@H]21)(C)C)N2C1=NC=NC(=C1N=C2)N)OCCCCCCNC(OCC2=CC=CC=C2)=O